5-chloro-1-(2-methoxyethyl)-7-(6-methoxypyrimidin-4-yl)-1H-indazole ClC=1C=C2C=NN(C2=C(C1)C1=NC=NC(=C1)OC)CCOC